C1CCCC2C3=CC=CC=C3NC12 2,3,4,4a,9,9a-Hexahydrocarbazole